4-[(3-methoxypropyl)amino]-2-[(1-methyl-1H-pyrazol-4-yl)amino]pyrimidin-5-carboxamide COCCCNC1=NC(=NC=C1C(=O)N)NC=1C=NN(C1)C